Ethyl 2-((((4aR,6R,7R,7aR)-6-(4-aminopyrrolo[2,1-f][1,2,4]triazin-7-yl)-6-cyano-2-oxido-7-(propionyloxy)tetrahydro-4H-furo[3,2-d][1,3,2]dioxaphosphinin-2-yl)oxy)methyl)benzoate NC1=NC=NN2C1=CC=C2[C@]2([C@@H]([C@@H]1OP(OC[C@H]1O2)(=O)OCC2=C(C(=O)OCC)C=CC=C2)OC(CC)=O)C#N